(1S)-1-(4-fluorophenyl)-N-(2-hydroxy-2-(quinuclidin-4-yl)ethyl)-3,4-dihydroisoquinoline-2(1H)-carbothioamide FC1=CC=C(C=C1)[C@@H]1N(CCC2=CC=CC=C12)C(NCC(C12CCN(CC1)CC2)O)=S